CN1C(C(=CC2=CC=CC=C12)C1=CC=CC=C1)P(OC)(OC)=O Dimethyl (1-methyl-3-phenyl-1,2-dihydroquinolin-2-yl)phosphonate